tert-butyl 2-[7-(4-fluoro-2-hydroxy-phenyl)-4-(1-methylpyrazol-4-yl)thieno[3,2-c]pyridin-6-yl]-6,7-dihydro-4H-thiazolo[5,4-c]pyridine-5-carboxylate FC1=CC(=C(C=C1)C=1C2=C(C(=NC1C=1SC=3CN(CCC3N1)C(=O)OC(C)(C)C)C=1C=NN(C1)C)C=CS2)O